FC1=CC=C(C(=C1C=O)C)[N+](=O)[O-] (6-fluoro-2-methyl-3-nitro-phenyl)methanone